C(C)[C@]1(C(OCC2C(N3CC=4N(C5=CC=C(C=C5C(C4C3=CC21)=C=O)F)C2CN(CCC2)C(=O)OC(C)(C)C)=C=O)=C=O)O tert-butyl 3-((4S)-4-ethyl-8-fluoro-4-hydroxy-3,6,14-tricarbonyl-4,4a,14,14a-tetrahydro-1H-pyrano[3',4':6,7]indolizino[2,1-b]quinoline-11(3H,6H,12H)-yl)piperidine-1-carboxylate